(4-fluorophenyl)-2-(7-methoxynaphthalen-2-yl)-1H-imidazol FC1=CC=C(C=C1)N1C(=NC=C1)C1=CC2=CC(=CC=C2C=C1)OC